(2,6-Dichloropyridin-4-yl)methyl (S)-2-amino-4-azidobutanoate hydrochloride Cl.N[C@H](C(=O)OCC1=CC(=NC(=C1)Cl)Cl)CCN=[N+]=[N-]